BrC1=CC=C(C=C1)COC1=C(C2=CC=CC=C2C=C1)C1=C(C=CC2=CC=CC=C12)OCC1=CC=C(C=C1)Br racemic-2,2'-bis[(4-bromophenyl)methoxy]-1,1'-binaphthalene